NC1=NC=C(C=C1NCC(C(=O)O)(C)CO)Br 3-((2-amino-5-bromopyridin-3-yl)amino)-2-(hydroxymethyl)-2-methylpropionic acid